O=C1NC(CC[C@@H]1NC(=O)[C@H]1CCCC2=CC=CC=C12)=O (S)-N-((S)-2,6-dioxopiperidin-3-yl)-1,2,3,4-tetrahydronaphthalene-1-carboxamide